FC1=C2[C@@H](CC[C@]3(NCOC3)C2=CC=C1)O (1S,4R)-5-fluoro-4-hydroxy-3,4-dihydro-2H-spiro[naphthalene-1,4'-oxazolidine]